C(C(=O)OC1C(=CC(=CC1=C=O)Cl)OCC(C(C)C)Cl)(=O)OC1C(=CC(=CC1=C=O)Cl)OCC(C(C)C)Cl bis(2,4-dichloro-6-carbonylisopentyloxy phenyl) oxalate